COC(C1=C(C=CC(=C1)Cl)NC1=C(C=NC2=CC=C(C=C12)Cl)Br)=O 2-[(3-bromo-6-chloro-4-quinolinyl)amino]-5-chloro-benzoic acid methyl ester